(2S)-2-acetylazetidine-1-carboxylic acid tert-butyl ester C(C)(C)(C)OC(=O)N1[C@@H](CC1)C(C)=O